methyl 3-((tert-butoxycarbonyl) amino)-2-methyl-2-(4-(trifluoromethyl)phenyl)propanoate C(C)(C)(C)OC(=O)NCC(C(=O)OC)(C1=CC=C(C=C1)C(F)(F)F)C